tert-butyl N-[3-[[4-(dimethylcarbamoyl)benzoyl]amino]-4-methylphenyl]carbamate CN(C(=O)C1=CC=C(C(=O)NC=2C=C(C=CC2C)NC(OC(C)(C)C)=O)C=C1)C